CC=1C(=C(C(=C(C1C)C)O)N1NC(=CC(=N1)C1=C(C(=C(C(=C1O)C)C)C)O)C1=C(C(=C(C(=C1O)C)C)C)O)O 2,4,6-tris(3,4,5-trimethyl-2,6-dihydroxyphenyl)triazine